2-{1-[(1-methylcyclopropyl)methyl]-1H-pyrazol-4-yl}benzoic acid CC1(CC1)CN1N=CC(=C1)C1=C(C(=O)O)C=CC=C1